FC1=CNC=C1 3-fluoro-pyrrol